(S)-6-methoxy-N-(3-(1-((1-methyl-1H-pyrazolo[3,4-b]pyrazin-6-yl)amino)ethyl)phenyl)nicotinamide COC1=NC=C(C(=O)NC2=CC(=CC=C2)[C@H](C)NC2=CN=C3C(=N2)N(N=C3)C)C=C1